2,4,6-tribromophenoxyethyl acrylate C(C=C)(=O)OCCOC1=C(C=C(C=C1Br)Br)Br